N1CCC(CC1)OCCCNC(OC(C)(C)C)=O tert-butyl (3-(piperidin-4-yloxy)propyl)carbamate